The molecule is a cyanogenic glycoside that is (4R)-4-hydroxycyclopent-2-ene-1-carbonitrile attached to a beta-D-glucopyranosyloxy at position 1. It is a beta-D-glucoside, a cyanogenic glycoside, a monosaccharide derivative and an aliphatic nitrile. C1[C@H](C=C[C@]1(C#N)O[C@H]2[C@@H]([C@H]([C@@H]([C@H](O2)CO)O)O)O)O